2-(2,4-dichlorophenyl)-3-tert-butoxycarbonylaminomethyl-4-(1,2,4-triazol-1-yl)methyl-6-ethoxycarbonylmethoxyquinoline ClC1=C(C=CC(=C1)Cl)C1=NC2=CC=C(C=C2C(=C1CNC(=O)OC(C)(C)C)CN1N=CN=C1)OCC(=O)OCC